NN1C(=NC(=C1C(=O)N)C1=CC=C(C=C1)C(NC1=NC=CC=C1)=O)[C@H]1NCCCC1 (S)-1-amino-2-(piperidin-2-yl)-4-(4-(pyridin-2-ylcarbamoyl)phenyl)-1H-imidazole-5-carboxamide